FC1=CC(=NC=C1)NC1=CC2=C(C(=N1)C=1CCN(CC1)C(C=C)=O)C=CN2C(C)C 1-(4-(6-((4-fluoropyridin-2-yl)amino)-1-isopropyl-1H-pyrrolo[3,2-c]pyridin-4-yl)-3,6-dihydropyridin-1(2H)-yl)prop-2-en-1-one